FC1=C(C(=CC=C1)C)N1N=C2C(=CC1=O)NN=C2C2=CC=C(C=C2)N2CCN(CC2)C 5-(2-fluoro-6-methylphenyl)-3-(4-(4-methylpiperazin-1-yl)phenyl)-1H-pyrazolo[4,3-c]pyridazin-6(5H)-one